N-(3-(3-(4-cyano-1-(2-methoxyethyl)piperidin-4-yl)-2-methoxyphenyl)-1-methyl-1H-pyrazolo[3,4-c]pyridin-5-yl)cyclopropanecarboxamide C(#N)C1(CCN(CC1)CCOC)C=1C(=C(C=CC1)C1=NN(C2=CN=C(C=C21)NC(=O)C2CC2)C)OC